4-ethyl-2-(prop-1-en-1-yl)-2,3,4,6,7,8-hexahydro-5H-chromen-5-one C(C)C1CC(OC=2CCCC(C12)=O)C=CC